9-(1-((1H-imidazol-4-yl)methyl)piperidin-4-yl)-2,4,7-trimethyl-7,12-dihydro-6H-pyrido[3',4':2,3]oxepino[4,5-b]indole N1C=NC(=C1)CN1CCC(CC1)C=1C=C2C3=C(NC2=CC1)C1=C(OCC3C)C(=NC(=C1)C)C